tert-butyl (S)-4-(bis(4-fluorophenyl) methyl)-3-isopropylpiperazine-1-carboxylate FC1=CC=C(C=C1)C(N1[C@H](CN(CC1)C(=O)OC(C)(C)C)C(C)C)C1=CC=C(C=C1)F